4-amino-N-(4-aminophenyl)benzenesulfonamide tert-butyl-(3R)-3-[4-(2,6-dioxo-3-piperidyl)-2,3-dihydro-1,4-benzoxazin-8-yl]piperidine-1-carboxylate C(C)(C)(C)OC(=O)N1C[C@H](CCC1)C1=CC=CC=2N(CCOC21)C2C(NC(CC2)=O)=O.NC2=CC=C(C=C2)S(=O)(=O)NC2=CC=C(C=C2)N